4-[3-(1,3-dimethylpyrazol-4-yl)-7,8-dihydro-5H-1,6-naphthyridin-6-yl]-6,7-difluoro-quinazoline CN1N=C(C(=C1)C=1C=NC=2CCN(CC2C1)C1=NC=NC2=CC(=C(C=C12)F)F)C